(S)-2-benzyl-2-(1-(benzyloxy)-3-(3-(benzyloxy)-4-hydroxyphenyl)-2-methyl-1-oxopropan-2-yl)hydrazinecarboxylic acid benzyl ester C(C1=CC=CC=C1)OC(=O)NN([C@](C(=O)OCC1=CC=CC=C1)(CC1=CC(=C(C=C1)O)OCC1=CC=CC=C1)C)CC1=CC=CC=C1